9-(3,4-dimethylphenyl)-3,4-dihydropyrido[2,1-c][1,2,4]thiadiazine 2,2-dioxide CC=1C=C(C=CC1C)C1=CC=CN2C1=NS(CC2)(=O)=O